CC=1N=C(C2=C(N1)OC=C2C(=O)NCC2=NC=CC(=C2)C)NC2(CC2)C methyl-4-[(1-methylcyclopropyl)amino]-N-[(4-methylpyridin-2-yl)methyl]furo[2,3-d]pyrimidine-5-carboxamide